Isooxazole O1N=CC=C1